2-(tert-butyl)-1'-(7-methoxy-1,3-dimethyl-1H-indazole-5-carbonyl)-5H-spiro[benzo[d]thiazole-6,4'-piperidin]-4(7H)-one C(C)(C)(C)C=1SC2=C(N1)C(CC1(CCN(CC1)C(=O)C=1C=C3C(=NN(C3=C(C1)OC)C)C)C2)=O